1,3-bis(2-methoxyethyl)-2-methyl-imidazolium acrylate C(C=C)(=O)[O-].COCCN1C(=[N+](C=C1)CCOC)C